C1(=CC=C(C=C1)C(C(F)(F)F)N1C(N(C2(CC2)C1=O)CC=1SC(=NN1)C1=C(C(=C(C=C1)F)O)F)=O)C1=CC=CC=C1 6-(1-([1,1'-biphenyl]-4-yl)-2,2,2-trifluoroethyl)-4-((5-(2,4-difluoro-3-hydroxyphenyl)-1,3,4-thiadiazol-2-yl)methyl)-4,6-diazaspiro[2.4]heptane-5,7-dione